4-(((cis)-4-(4-(pyrrolidin-1-yl)phenyl)cyclohexyl)thio)-1H-1,2,3-triazole-5-carboxylic acid N1(CCCC1)C1=CC=C(C=C1)[C@H]1CC[C@H](CC1)SC=1N=NNC1C(=O)O